ClC=1N=CC2=C3C(=CC(=C2C1)S(NCC(C)(C)F)(=O)=O)C(CC3)N3C[C@@H](CCC3)NC(OC(C)(C)C)=O tert-butyl N-[(3R)-1-[3-chloro-5-[(2-fluoro-2-methyl-propyl)sulfamoyl]-8,9-dihydro-7H-cyclopenta[h]isoquinolin-7-yl]-3-piperidyl]carbamate